C12(CC3CC(CC(C1)C3)C2)C=2C=CC(=C(C=O)C2)O 5-(adamantane-1-yl)-2-hydroxybenzaldehyde